O=C(C(=O)NC=1C=C(C=NC1)C(=O)N)N1C(CCCC1)C=1SC=CC1 5-[[2-oxo-2-[2-(2-thienyl)-1-piperidyl]Acetyl]amino]pyridine-3-carboxamide